methylpropene CC(=C)C